(((2R,7aS)-2-fluorotetrahydro-1H-pyrrolizin-7a(5H)-yl)methoxy)pyrido[4,3-d]pyrimidin-4-amine F[C@@H]1C[C@@]2(CCCN2C1)COC=1N=C(C2=C(N1)C=CN=C2)N